NC1=NC(=NC=C1C(=O)NC1=CC=C(C=C1)OCCF)N1CCN(CC1)C1=NC=CC=C1 4-Amino-N-(4-(2-fluoroethoxy)phenyl)-2-(4-(pyridin-2-yl)piperazin-1-yl)pyrimidine-5-carboxamide